2-(morpholin-4-yl)-4-[6-(morpholin-4-yl)pyridin-3-yl]-8-(1H-pyrazol-5-yl)-1,7-naphthyridine N1(CCOCC1)C1=NC2=C(N=CC=C2C(=C1)C=1C=NC(=CC1)N1CCOCC1)C1=CC=NN1